(4aR,8aS)-6-(3-(4-(tert-Butyl)phenyl)azetidine-1-carbonyl)hexahydro-2H-pyrido[4,3-b][1,4]oxazin-3(4H)-one C(C)(C)(C)C1=CC=C(C=C1)C1CN(C1)C(=O)N1C[C@@H]2[C@@H](OCC(N2)=O)CC1